(S)-N-(5-chloropyridin-2-yl)-2-(3-(5-methyl-6-oxo-1,6-dihydropyridin-3-yl)piperidin-1-yl)propionamide ClC=1C=CC(=NC1)NC([C@H](C)N1CC(CCC1)C1=CNC(C(=C1)C)=O)=O